tert-butyl 2'-(3-fluoropyridin-4-yl)-4'-oxo-5',6'-dihydro-1'H-spiro[piperidine-4,7'-pyrrolo[3,2-c]pyridine]-1-carboxylate FC=1C=NC=CC1C1=CC=2C(NCC3(C2N1)CCN(CC3)C(=O)OC(C)(C)C)=O